NC1CCN(CC1)C=1N=C(C(=C(C#N)C1)C1=C(C=C(C=C1)C(C(C)(C)O)(F)F)F)C1=CC(=C(C=C1)C#N)F 6-(4-aminopiperid-1-yl)-2-(4-cyano-3-fluorophenyl)-3-(4-(1,1-difluoro-2-hydroxyl-2-methylpropyl)-2-fluorophenyl)isonicotinonitrile